CS(=O)(=O)C1(CC12CCNCC2)C#N (methylsulfonyl)-6-azaspiro[2.5]octane-1-carbonitrile